3,4-dichloro-5-bromothiophene-2-formaldehyde ClC1=C(SC(=C1Cl)Br)C=O